ClC1=CC=C(CN2N=C3C4=C(CCC3=C2)OC(=C4C)C(=O)NCC(N4CCCC4)=O)C=C1 2-(4-chlorobenzyl)-8-methyl-N-[2-oxo-2-(pyrrolidin-1-yl)ethyl]-4,5-dihydro-2H-furo[2,3-g]indazole-7-carboxamide